C[C@]12C3CC[C@@]4(C(CCC4C3CC=C2C[C@H](CC1)SSCCNC(=N)N)[C@H](C)CCCC(C)C)C 1-(2-(((3S,10R,13R)-10,13-dimethyl-17-((R)-6-methylheptan-2-yl)-2,3,4,7,8,9,10,11,12,13,14,15,16,17-tetradecahydro-1H-cyclopenta[a]phenanthren-3-yl)disulfanyl)ethyl)guanidine